OCC([C@H]1CC[C@H]2[C@@H]3CCC4=CCCC[C@]4(C)[C@H]3CC[C@]12C)C 21-hydroxy-20-methyl-pregna-4-ene